NC1=CC(=C(N=N1)C(=O)NC)NC1=C(C(=CC=C1)C1=NN(C=N1)C)OC 6-amino-4-((2-methoxy-3-(1-methyl-1H-1,2,4-triazol-3-yl)phenyl)amino)-N-methylpyridazine-3-carboxamide